C(C)P([O-])([O-])=O.C(C)P([O-])(=O)CC.[Ni+3] nickel diethylphosphinate ethylphosphonate